potassium monoethyl-terephthalate salt C(C)OC(C1=CC=C(C(=O)[O-])C=C1)=O.[K+]